N-(4-(1-1H-pyrazolyl)butyl)-3-(3-ethyl-5-(4-methyl-2-pyridinyl)-1-1H-1,2,4-triazolyl)benzamide N1(N=CC=C1)CCCCNC(C1=CC(=CC=C1)N1N=C(N=C1C1=NC=CC(=C1)C)CC)=O